NC1=NC=NN2C1=CC=C2[C@]2([C@@H]([C@@H]([C@H](O2)COC(=O)C2CCCCC2)O)O)C#N.FC=2C=C(N)C=CC2N2CCSCCC2 3-fluoro-4-(1,4-thiazepan-4-yl)aniline ((2R,3S,4R,5R)-5-(4-aminopyrrolo[2,1-f][1,2,4]triazin-7-yl)-5-cyano-3,4-dihydroxytetrahydrofuran-2-yl)methylcyclohexylformate